7-((6-((3aR,6aR)-hexahydro-pyrrolo[3,4-b]pyrrol-1(2H)-yl)pyridin-2-yl)amino)-4-(1-methyl-1H-pyrrolo[2,3-b]pyridin-4-yl)-2,3-dihydro-1H-pyrrolo[3,4-c]pyridin-1-one N1([C@@H]2[C@H](CC1)CNC2)C2=CC=CC(=N2)NC=2C1=C(C(=NC2)C2=C3C(=NC=C2)N(C=C3)C)CNC1=O